(2s,4s)-4-hydroxyproline O[C@H]1C[C@H](NC1)C(=O)O